(1S,2R)-N-(8-amino-7-fluoro-6-(1-methyl-1H-pyrrole-2-yl)isoquinolin-3-yl)-2-fluorocyclopropane-1-carboxamide NC=1C(=C(C=C2C=C(N=CC12)NC(=O)[C@H]1[C@@H](C1)F)C=1N(C=CC1)C)F